(R)-Nicotin N1=CC=CC(=C1)[C@@H]1N(C)CCC1